2-[4-cyclopropyl-2-(trifluoromethyl)pyrimidin-5-yl]sulfonyl-6-(oxan-4-yl)-2,6-diazaspiro[3.3]heptane C1(CC1)C1=NC(=NC=C1S(=O)(=O)N1CC2(C1)CN(C2)C2CCOCC2)C(F)(F)F